CN1CCC(CC1)N1N=CC(=C1)OC=1C(=NC=CN1)N 3-((1-(1-methylpiperidin-4-yl)-1H-pyrazol-4-yl)oxy)pyrazin-2-amine